5-[1-(2-Isoindolin-2-yl-6-methyl-4-oxo-chromen-8-yl)ethylamino]-2-(trifluoromethyl)pyrimidine-4-carboxylic acid C1N(CC2=CC=CC=C12)C=1OC2=C(C=C(C=C2C(C1)=O)C)C(C)NC=1C(=NC(=NC1)C(F)(F)F)C(=O)O